FC=1C=C(CN(C(=O)C2=NC(=CN=C2F)C#N)C)C=CC1F 6-Cyano-3-fluoro-pyrazine-2-carboxylic acid (3,4-difluoro-benzyl)-methyl-amide